C(C(C)(C)C)(=O)NC=1C(=NC=C(C1)C(F)(F)F)COC(=O)N1CC2=C(C1)CN(C2)C(=O)OC(C)(C)C 4,6-dihydropyrrolo[3,4-c]Pyrrole-2,5(1H,3H)-dicarboxylic acid 2-tert-butyl ester 5-((3-pivaloylamino-5-(trifluoromethyl) pyridin-2-yl) methyl) ester